1-ethylpiperidin-3-one HCl salt Cl.C(C)N1CC(CCC1)=O